FC=1C=C(C=CC1F)C1=C(C=CC=C1)[N+](=O)[O-] 3,4-difluoro-2'-nitrobiphenyl